C(C)(C)(C)OC(=O)C(=[N+]=[N-])S(=O)(=O)C1=CC=C(C=C1)C tert-butoxycarbonyl-4-methylphenylsulfonyl-diazomethane